ClC=1C=NN(C(C1Cl)=O)CC(=O)NC1CN(CCC1)S(N(C)C)(=O)=O 2-(4,5-Dichloro-6-oxopyridazin-1(6H)-yl)-N-(1-(N,N-dimethylsulfamoyl)piperidin-3-yl)acetamide